C(C1=CC=CC=C1)S(=O)(=O)N1CCN(CC1)C=1C=C2C=NN(C2=CC1)C=1C=C(C(=C(C1)O)F)F 5-(5-(4-(Benzylsulfonyl)-piperazin-1-yl)-1H-indazol-1-yl)-2,3-difluorophenol